NC(=O)[C@](O)([C@](O)([C@@H](OC(C)=O)[C@@H](O)C)C(C)=O)C(C)=O 1-amino-2,3,4-O-triacetyl-rhamnose